BrC=1C=C(C(=NC1)Cl)OCC1=CC=C(C=C1)OC 5-bromo-2-chloro-3-((4-methoxybenzyl)oxy)pyridine